BrC=1C=CC=2N(C1)C=C(N2)CN2CCC(CC2)C=2C=C1CN(C(C1=CC2)=O)C2C(NC(CC2)=O)=O 3-(5-(1-((6-bromoimidazo[1,2-a]pyridin-2-yl)methyl)piperidin-4-yl)-1-oxoisoindolin-2-yl)piperidine-2,6-dione